C1(CC1)C1=C(C(=NO1)C1=C(C=CC=C1)OC(F)(F)F)COC1=CC=C2C(=N1)C(CC1=C(O2)C=C(C=C1)C(=O)OC)(C)C methyl 2-((5-cyclopropyl-3-(2-(trifluoromethoxy)phenyl)isoxazol-4-yl)methoxy)-11,11-dimethyl-10,11-dihydrobenzo[6,7]oxepino[3,2-b]pyridine-7-carboxylate